(trans-2-fluoro-2,3-dihydro-1H-pyrrolo[2,1-a]isoindol-9b(5H)-yl)methanol F[C@@H]1C[C@]2(N(CC3=CC=CC=C23)C1)CO